1,1,1-trimethoxy-2-chloroethane COC(CCl)(OC)OC